C(C)(C)(C)N(C(=O)OC1C=CCC(C1)CNCC1=CC=CC=C1)CCCCOCC(=O)NC1=C2C=NN(C2=CC(=C1)N1C(=NN=C1)C)C1OCCCC1 5-((Benzylamino)methyl)cyclohex-2-en-1-ol tert-butyl(4-(2-((6-(3-methyl-4H-1,2,4-triazol-4-yl)-1-(tetrahydro-2H-pyran-2-yl)-1H-indazol-4-yl)amino)-2-oxoethoxy)butyl)carbamate